(R)-4-(2-(1H-indol-4-yl)-7-(methylsulfonyl)-7H-pyrrolo[2,3-d]pyrimidin-4-yl)-3-methylmorpholine N1C=CC2=C(C=CC=C12)C=1N=C(C2=C(N1)N(C=C2)S(=O)(=O)C)N2[C@@H](COCC2)C